Trimethylolethane tris(3-mercaptopropionate) SCCC(=O)O.SCCC(=O)O.SCCC(=O)O.C(O)C(C)(CO)CO